CC1=CC(=NC=C1OC1=CC(=C2C(=N1)N(C=N2)C)NC2=NC=C(C=C2)C(=O)N2C1COC(C2)C1)C#N 4-methyl-5-[3-methyl-7-[[5-(2-oxa-5-azabicyclo[2.2.1]heptane-5-carbonyl)pyridin-2-yl]amino]imidazo[4,5-b]pyridin-5-yl]oxypyridine-2-carbonitrile